(R)-3-(difluoromethoxy)pyrrolidine hydrochloride Cl.FC(O[C@H]1CNCC1)F